C(C1=CC=CC=C1)OC1=C2C=CC(=NC2=C(N=C1C(=O)OC)NC(=S)NC(=O)OCC)C1=CC(=CC=C1)Cl Methyl 5-(benzyloxy)-2-(3-chlorophenyl)-8-(3-(ethoxycarbonyl)thioureido)-1,7-naphthyridine-6-carboxylate